rac-5-[(2S,5R)-5-methyl-2-piperidyl]-1,3-dihydrobenzimidazol-2-one C[C@@H]1CC[C@H](NC1)C1=CC2=C(NC(N2)=O)C=C1 |r|